methyl triflat methyl-tosylate COS(=O)(=O)C1=CC=C(C)C=C1.O(S(=O)(=O)C(F)(F)F)C